1-benzyl-N-((7S,7aS,8aR)-5-methyl-6-oxo-5,6,7,7a,8,8a-hexahydrocyclopropa[d]pyrazino[2,3-b]azepin-7-yl)-1H-1,2,3-triazole-4-carboxamide C(C1=CC=CC=C1)N1N=NC(=C1)C(=O)N[C@H]1[C@@H]2[C@H](C3=C(N(C1=O)C)N=CC=N3)C2